2-chloro-N-(3-((4-((6-(dimethylamino)hexyl)amino)-6,7-dimethoxyquinazolin-2-yl)amino)propyl)acetamide ClCC(=O)NCCCNC1=NC2=CC(=C(C=C2C(=N1)NCCCCCCN(C)C)OC)OC